ClC1=NC(=CC(=C1)CN1C(CCC(C1)C)C)C(F)(F)F Chloro-4-((2,5-dimethylpiperidin-1-yl)methyl)-6-(trifluoro-methyl)pyridine